N1(CCOCC1)CC=1N=C2C(=NC1)NC=CC2=O 2-[(morpholin-4-yl)methyl]-8-oxo-5H,8H-pyrido[2,3-b]pyrazin